FC1(C(COC1)NC(N(C1(CC1)C1=CC=NC=C1)C)=O)F 3-(4,4-difluorotetrahydrofuran-3-yl)-1-methyl-1-[1-(4-pyridyl)cyclopropyl]urea